tert-butyl 4-(1-(4-methoxyphenyl)-1,4,6,7-tetrahydropyrano[4,3-c]pyrazole-3-carbonyl)-1,4-diazepane-1-carboxylate COC1=CC=C(C=C1)N1N=C(C2=C1CCOC2)C(=O)N2CCN(CCC2)C(=O)OC(C)(C)C